C(C)OC1=C(OCC2CN(CCO2)C(=O)OCOC(=O)C=2C=NC=C(C2)C(=O)OCOC(=O)N2CC(OCC2)COC2=C(C=CC=C2)OCC)C=CC=C1 pyridine-3,5-dicarboxylic acid bis(((2-((2-ethoxyphenoxy) methyl) morpholine-4-carbonyl) oxy) methyl) ester